OC=1C=C(C(=O)N2CC3(C2)CC(C3)NC(=O)NCC3=CC=C(C=C3)OC)C=CC1 1-(2-(3-hydroxybenzoyl)-2-azaspiro[3.3]hept-6-yl)-3-(4-methoxybenzyl)urea